ClC1=C(C=C(C=C1)N1C(CCCC12CCN(CC2)C2=NC=NC(=C2)OCC(F)F)=O)F 1-(4-chloro-3-fluorophenyl)-9-(6-(2,2-difluoroethoxy)pyrimidin-4-yl)-1,9-diazaspiro[5.5]undecan-2-one